4-Epoxycyclohexanecarboxylic acid C12C(CC(CC1)C(=O)O)O2